1-(tert-butyl)-3,4-diphenyl-1H-pyrrole-2,5-dione C(C)(C)(C)N1C(C(=C(C1=O)C1=CC=CC=C1)C1=CC=CC=C1)=O